Isopropyl (5-bromopyridin-3-yl)(hydroxy)carbamate BrC=1C=C(C=NC1)N(C(OC(C)C)=O)O